N-butyl-thiophosphoryl-triamine C(CCC)NP(=S)(N)N